tert-butyl (2-trans-(5-bromothiophen-2-yl)cyclopropyl)(cyclopropylmethyl)carbamate BrC1=CC=C(S1)C1(CC1)N(C(OC(C)(C)C)=O)CC1CC1